7-(difluoromethoxy)-5-hydroxy-2-methyl-3,4,5,6-tetrahydro-3,6-methanobenzo[c]azocin-1(2H)-one FC(OC1=CC=CC=2C(N(C3CC(C(C21)C3)O)C)=O)F